(2-chloro-7-methylthieno[3,2-d]pyrimidin-4-yl)-N-(3-(4-methylpyridin-3-yl)allyl)piperidin-4-amine ClC=1N=C(C2=C(N1)C(=CS2)C)N2CCC(CC2)NCC=CC=2C=NC=CC2C